tert-butyl N-[(3S,4R)-1-carbamoyl-4-[[4-(3-hydroxy-propyl)phenyl]meth-oxy]pentan-3-yl]carbamate C(N)(=O)CC[C@@H]([C@@H](C)OCC1=CC=C(C=C1)CCCO)NC(OC(C)(C)C)=O